tert-butyl (1R,2S,5S)-3-(4-methoxybenzyl)-2-((methylsulfonyloxy) methyl)-3,8-diazabicyclo[3.2.1]octane-8-carboxylate COC1=CC=C(CN2[C@@H]([C@H]3CC[C@@H](C2)N3C(=O)OC(C)(C)C)COS(=O)(=O)C)C=C1